ClC=1C=C2C(NCN(C2=CC1CCl)CC1=CC=C(C=C1)OC)(C(F)(F)F)C#CC1CC1 6-chloro-7-(chloromethyl)-4-(cyclopropylethynyl)-1-(4-methoxybenzyl)-4-(trifluoromethyl)-3,4-dihydroquinazolin